6-(2,4-dinitrophenyl)aminohexanoic acid, succinimidyl ester [N+](=O)([O-])C1=C(C=CC(=C1)[N+](=O)[O-])NCCCCCC(=O)ON1C(CCC1=O)=O